1-morpholino-4-(2,4,5-trifluorophenyl)-1,3-butanedione O1CCN(CC1)C(CC(CC1=C(C=C(C(=C1)F)F)F)=O)=O